C(C)(C)(C)OC(=O)NC=1C=2N(N=C(C1)C(=O)NC1=C(C(=O)OC)C=C(C(=C1)C#C)F)N=NN2 methyl 2-(8-((tert-butoxycarbonyl) amino) tetrazolo[1,5-b]pyridazine-6-carboxamido)-4-ethynyl-5-fluorobenzoate